C=C\C=C\CC(CCC)=O trans-2cis-6-nonadienal